2-(3-Methyl-1-tosyl-1H-indol-2-yl)ethyl acetate C(C)(=O)OCCC=1N(C2=CC=CC=C2C1C)S(=O)(=O)C1=CC=C(C)C=C1